CN(CCCOC1=CC=CC=C1)C N,N-dimethyl-3-phenoxypropane-1-amine